OCC1=CC(=C(C(=C1)OC)C(\C=C\C1=CC(=C(C=C1)C)C(F)(F)F)=O)OC (E)-1-[4-(Hydroxymethyl)-2,6-dimethoxyphenyl]-3-[4-methyl-3-(trifluoromethyl)phenyl]prop-2-en-1-one